C/C(/C=O)=C/C1=CC=CC=C1 (Z)-2-methyl-3-phenylacrylaldehyde